C(C)(=O)C1(C2=NC=NC2=NC(=N1)N)N 6-acetyl-2,6-diaminopurine